3-((((S)-oxetan-2-yl)methyl)amino)benzoate O1[C@@H](CC1)CNC=1C=C(C(=O)[O-])C=CC1